1-(2-hydroxyethyl)-3-methyl-1H-pyrazol OCCN1N=C(C=C1)C